COC1=CC(=CC=C1)OC(F)(F)F 1-methoxy-3-(trifluoromethoxy)benzene